4-(4,4,5,5-tetramethyl-1,3,2-dioxaborolan-2-yl)morpholine CC1(OB(OC1(C)C)N1CCOCC1)C